OCCN(C1=CC2=C(N(C(=N2)CC[C@@H](C(=O)N[C@H](C(=O)OCC)C(C)C)NC(=O)OC(C)(C)C)C)C=C1)CCO Ethyl (2S)-2-[[(2S)-4-[5-[bis(2-hydroxyethyl)amino]-1-methyl-benzimidazol-2-yl]-2-(tert-butoxycarbonylamino)butanoyl]amino]-3-methyl-butanoate